ClC=1C(=NC(=NC1)NC1CCOCC1)C1=CC=C2CN(C(C2=C1)=O)CC(=O)N1CC2CCCCC2C1 6-{5-chloro-2-[(oxacyclohex-4-yl)amino]pyrimidin-4-yl}-2-[2-(octahydro-1H-isoindol-2-yl)-2-oxoethyl]-2,3-dihydro-1H-isoindol-1-one